FC1=CC=C2C(=CC=NC2=C1)N1CCN(CC1)C(=O)C1CN(CCC1)S(=O)(=O)C=1C=CC=NC1 5-((3-(4-(7-fluoroquinolin-4-yl)piperazin-1-carbonyl)piperidin-1-yl)sulfonyl)pyridine